ICC#CN(C(O)=O)CCCC.C(C)(C)N(C(O)=O)CCCC.C(C)(C)N(C(O)=O)CCCC (isopropyl butyl carbamate) isopropyl-butyl-carbamate (iodopropynyl-butyl-carbamate)